Imidazo[1,2-a]pyrazin-8(7H)-one hydrochloride Cl.N=1C=CN2C1C(NC=C2)=O